1-(2-methyl-1-trityl-1H-imidazol-4-yl)prop-2-en-1-one Sodium (2S,5R)-2-(imino(2-(pyrrolidin-1-yl)ethoxy)methyl)-7-oxo-1,6-diazabicyclo[3.2.1]octan-6-yl-sulfate N=C([C@H]1N2C(N([C@H](CC1)C2)OS(=O)(=O)[O-])=O)OCCN2CCCC2.[Na+].CC=2N(C=C(N2)C(C=C)=O)C(C2=CC=CC=C2)(C2=CC=CC=C2)C2=CC=CC=C2